[N+](=O)([O-])C1=C2C=CN(C2=CC=C1)CC(=O)OCC Ethyl 2-(4-nitroindol-1-yl)acetate